C(CCC(=O)C)(=O)OCC\C=C/CC cis-3-Hexenyl levulinate